C(C)N1CC=2C=NC=CC2C1=O 2-ethyl-3H-pyrrolo[3,4-C]pyridin-1-one